(7R,14R)-11-(6-(3-aminooxetan-3-yl)pyridin-3-yl)-1-ethynyl-6-(methyl-d3)-6,7-dihydro-7,14-methanobenzo[f]benzo[4,5]imidazo[1,2-a][1,4]diazocin-5(14H)-one NC1(COC1)C1=CC=C(C=N1)C1=CC2=C(N=C3N2[C@H]2C4=C(C(N([C@@H]3C2)C([2H])([2H])[2H])=O)C=CC=C4C#C)C=C1